2-fluoro-3-(2-(2-fluoro-6-(piperidin-4-ylmethyl)benzyl)-8-((4-methoxybenzyl)amino)-[1,2,4]triazolo[1,5-a]pyrazin-6-yl)benzonitrile FC1=C(C#N)C=CC=C1C=1N=C(C=2N(C1)N=C(N2)CC2=C(C=CC=C2CC2CCNCC2)F)NCC2=CC=C(C=C2)OC